α-Methyl-DL-phenylalanine methyl ester COC([C@@](N)(CC1=CC=CC=C1)C)=O |r|